CN1CCC(CC1)C1=CNC=2C1=NC(=CC2)NC(C)=O N-[3-(1-methylpiperidin-4-yl)-1H-pyrrolo[3,2-b]pyridin-5-yl]acetamide